N1=CC=C(C=C1)C(C)C1=CC=NC=C1 Bis(4-pyridyl)ethane